4-(2'-hydroxyethoxy)phenyl(2-hydroxy-2-propyl)ketone OCCOC1=CC=C(C=C1)CC(C)(O)C(=O)C(C)(CC1=CC=C(C=C1)OCCO)O